N-(2-((1-Cyclopentyl-3-methyl-2-oxo-2,3-dihydro-1H-imidazo[4,5-c]pyridin-6-yl)amino)phenyl)acetamide C1(CCCC1)N1C(N(C=2C=NC(=CC21)NC2=C(C=CC=C2)NC(C)=O)C)=O